ClC1=CC(=C(C(=C1)C)C=1C(NC2(C1O)CCN(CC2)OC)=O)C 3-(4-chloro-2,6-dimeth-ylphenyl)-4-hydroxy-8-methoxy-1,8-diazaspiro[4.5]dec-3-en-2-one